F[C@H]1CC2=C(C=3CCCC3C(=C2C1)NC(=O)NS(=O)(=NC(C1=CC=CC=C1)(C1=CC=CC=C1)C1=CC=CC=C1)C=1C=NN2C1OC[C@H](C2)OC)F (6S)-N-(((R)-2,8-difluoro-1,2,3,5,6,7-hexahydro-s-indacen-4-yl)carbamoyl)-6-methoxy-N'-trityl-6,7-dihydro-5H-pyrazolo[5,1-b][1,3]oxazine-3-sulfonimidamide